(R)-(3-((6-(2-Hydroxy-4-(trifluoromethyl)phenyl)-5-methylpyridazin-3-yl)amino)-[1,4'-bipiperidin]-1'-yl)(3-hydroxyazetidin-1-yl)methanone OC1=C(C=CC(=C1)C(F)(F)F)C1=C(C=C(N=N1)N[C@H]1CN(CCC1)C1CCN(CC1)C(=O)N1CC(C1)O)C